[4-[3-(3,8-diazabicyclo[3.2.1]oct-8-yl)prop-1-ynyl]-3-methyl-2-oxo-benzoimidazol-1-yl]piperidine-2,6-dione C12CNCC(CC1)N2CC#CC2=CC=CC=1N(C(N(C12)C)=O)N1C(CCCC1=O)=O